OCC(NCCS(=O)(=O)O)(CO)CO N-tris(hydroxymethyl)methyl-2-amino-ethanesulfonic acid